di-t-butoxy-methylsilane C(C)(C)(C)O[SiH](C)OC(C)(C)C